[3,4-difluoro-2-[(2-fluoro-4-iodophenyl)amino]phenyl][3-hydroxy-3-(2S)-2-piperidinyl-1-azetidinyl]-methanone FC=1C(=C(C=CC1F)C(=O)N1CC(C1)([C@H]1NCCCC1)O)NC1=C(C=C(C=C1)I)F